O=C1C(=C(C=NN1)N[C@H](CCCN1C(C2=CC=C(C=C2C=C1)C1=NC=C(C=C1)C(F)(F)F)=O)C)C(F)(F)F 2-[(4S)-4-[[6-oxo-5-(trifluoromethyl)-1H-pyridazin-4-yl]amino]pentyl]-6-[5-(trifluoromethyl)-2-pyridyl]isoquinolin-1-one